ClC=1C=C2C(=C3C1NC(NC31CCCCC1)=O)OC(=N2)CN2C(COCC2)CC 5-chloro-2-[(3-ethylmorpholin-4-yl)methyl]-7,8-dihydro-6H-spiro[[1,3]oxazolo[5,4-f]quinazoline-9,1'-cyclohexane]-7-one